C[C@@H](C#C)O (S)-3-butyn-2-ol